C(CCC)C1=NC2(C(N1)=O)CCCCC2 2-butyl-1,3-diazaspiro[4.5]dec-1-en-4-one